Methyl (1S,2R,3aS,10aR)-1-({[dimethyl(2-methyl-2-propanyl)silyl]oxy}methyl)-5-methyl-2-(tetrahydro-2H-pyran-2-yloxy)-2,3,3a,10a-tetrahydro-1H-benzo[b]cyclopenta[f]oxepin-6-carboxylate C[Si](OC[C@H]1[C@@H](C[C@H]2[C@@H]1C=CC1=C(O2)C(=C(C=C1)C(=O)OC)C)OC1OCCCC1)(C(C)(C)C)C